C(C)(C)(C)OC(=O)N[C@@H](/C=C/C(=O)OCC)CC(NC(C1=CC=CC=C1)(C1=CC=CC=C1)C1=CC=CC=C1)=O ethyl (2E,4R)-4-{[(tert-butoxy)carbonyl]amino}-5-[(triphenylmethyl)-carbamoyl]pent-2-enoate